COC=1C=C(C=C2C(C3=CC(=CC=C3C2)O)=O)C=CC1OC 2-(3,4-dimethoxybenzylidene)-6-hydroxy-2,3-dihydro-1H-indene-1-one